N-(1-(difluoromethyl)-1H-pyrazol-4-yl)-7-fluoro-1H-indazole-3-carboxamide FC(N1N=CC(=C1)NC(=O)C1=NNC2=C(C=CC=C12)F)F